benzothiadiazole diboron [B].[B].S1N=NC2=C1C=CC=C2